((3-difluoromethoxythiophen-2-yl)methyl)-[2-(9-(pyridin-2-yl)-6-oxaspiro[4.5]decan-9-yl)ethyl]amine FC(OC1=C(SC=C1)CNCCC1(CCOC2(CCCC2)C1)C1=NC=CC=C1)F